[2-[2-benzyl-3-(4-chlorophenyl)-5-oxo-4H-pyrazolo[1,5-a]pyrimidin-7-yl]-5-nitro-phenyl] (2S)-2-(tert-butoxycarbonylamino)-3-methyl-butanoate C(C)(C)(C)OC(=O)N[C@H](C(=O)OC1=C(C=CC(=C1)[N+](=O)[O-])C1=CC(NC=2N1N=C(C2C2=CC=C(C=C2)Cl)CC2=CC=CC=C2)=O)C(C)C